C1NCC12CN(CCC2)C(CC)=O 1-(2,6-diazaspiro[3.5]nonan-6-yl)propan-1-one